NC1=NC=NN2C1=C(C=C2C=2C=NC(=C(C(=O)N[C@@H]1CN(C[C@@H]1F)S(=O)(=O)CC)C2)OC([2H])([2H])[2H])CN2CC(C2)(F)F 5-{4-amino-5-[(3,3-difluoroazetidin-1-yl)methyl]pyrrolo[2,1-f][1,2,4]triazin-7-yl}-N-[(3R,4S)-1-(ethanesulfonyl)-4-fluoropyrrolidin-3-yl]-2-(methoxy-d3)nicotinamide